NC=1C=C(C(=NC1OC)N(C)CCN(C)C)C(C(=O)N)=C (5-amino-2-((2-(dimethylamino)ethyl)(methyl)amino)-6-methoxypyridin-3-yl)acrylamide